BrC1=CC(=C(C(=C1C=O)F)OC)F 6-bromo-2,4-difluoro-3-methoxybenzaldehyde